C(C)(C)(C)OC(=O)N1[C@H](CN(CC1)C=1C=NC(=C(C1)F)N)C (S)-4-(6-amino-5-fluoropyridin-3-yl)-2-methylpiperazine-1-carboxylic acid tert-butyl ester